2,5-dichloro-4-(4-(4-methylpiperazin-1-yl)piperidin-1-yl)aniline ClC1=C(N)C=C(C(=C1)N1CCC(CC1)N1CCN(CC1)C)Cl